O=C1CC(N1)C(=O)OCC1(CC=CC=C1)C(NC(C1=CC=CC=C1)C1=CC=CC=C1)=O 1-[(diphenylmethyl) carbamoyl]-benzyl 4-oxo-azetidine-2-carboxylate